2-((benzyloxy)methyl)-5-nitropyridine C(C1=CC=CC=C1)OCC1=NC=C(C=C1)[N+](=O)[O-]